6-(4-methylpyridin-3-yl)benzo[d]oxazol-2(3H)-one CC1=C(C=NC=C1)C1=CC2=C(NC(O2)=O)C=C1